1-acetyl-5-bromo-4-methyl-1H-pyrrolo[2,3-b]pyridine-3-carbonitrile C(C)(=O)N1C=C(C=2C1=NC=C(C2C)Br)C#N